3-(4-ethylphenyl)propanoyl chloride C(C)C1=CC=C(C=C1)CCC(=O)Cl